OC1=NC=CN=C1C(=O)N 2-hydroxy-pyrazine-3-carboxamide